C(C)C(CCCCCCCCCCCCC)OCCO 2-[(1-ethyltetradecyl)oxy]ethanol